C(C)(=O)NCCN(CC[C@@H](C(=O)O)NC1=NC=CN=C1C#N)CCCCC1=NC=2NCCCC2C=C1 (S)-4-((2-acetamidoethyl)(4-(5,6,7,8-tetrahydro-1,8-naphthyridin-2-yl)butyl)amino)-2-((3-cyanopyrazin-2-yl)amino)butanoic acid